C(C(=O)[O-])S.[Na+] The molecule is an organic sodium salt having thioglycolate(1-) as the counterion. It has a role as a reducing agent. It contains a thioglycolate(1-).